O1C(CNCCC1)C(=O)N 1,4-oxazepane-2-carboxamide